2-((3aR,4R,6R,6aR)-6-(hydroxymethyl)-2,2,3a-trimethyltetrahydrofuro[3,4-d][1,3]dioxol-4-yl)-1,2,4-triazine-3,5(2H,4H)-dione OC[C@H]1O[C@H]([C@]2([C@@H]1OC(O2)(C)C)C)N2N=CC(NC2=O)=O